6-(4-Amino-4-(3-methoxyphenyl)piperidin-1-yl)-3-(2,3-dichlorophenyl)-1H-pyrazolo[3,4-d]pyrimidine-4-carboxamide NC1(CCN(CC1)C1=NC(=C2C(=N1)NN=C2C2=C(C(=CC=C2)Cl)Cl)C(=O)N)C2=CC(=CC=C2)OC